ClC1=CC(=C(C=C1)N1CCCC1)F (R)-1-(4-chloro-2-fluorophenyl)pyrrolidin